3,5-difluoro-N-methoxy-N-methylisonicotinamide FC1=C(C(=O)N(C)OC)C(=CN=C1)F